6-(4-methylpiperazine-1-yl)-4-(o-tolyl)nicotinyl-tert-butylamine CN1CCN(CC1)C1=NC=C(CNC(C)(C)C)C(=C1)C1=C(C=CC=C1)C